C12(CC1)[C@H]1CN[C@@H]([C@H]12)CO [(1R,2S,5S)-spiro[3-azabicyclo[3.1.0]hexane-6,1'-cyclopropane]-2-yl]methanol